3-amino-6-(1-cyclobutyl-1H-pyrazol-4-yl)-2-fluorobenzoic acid ethyl ester C(C)OC(C1=C(C(=CC=C1C=1C=NN(C1)C1CCC1)N)F)=O